6-Bromo-5-methyl-1,2,4-triazin-3-amine BrC1=C(N=C(N=N1)N)C